rac-(R*)-(2-methyl-imidazo[5,1-b]thiazol-3-yl)-((1S*,2S*)-2-phenyl-cyclopropyl)-methanol CC1=C(N2C(S1)=CN=C2)[C@H](O)[C@@H]2[C@H](C2)C2=CC=CC=C2 |&1:9,o1:11,12|